dibenzyl (2S,3S,4S)-3-(1,4,7,10-tetraazacyclododecan-1-yl)-4-hydroxypyrrolidine-1,2-dicarboxylate N1(CCNCCNCCNCC1)[C@H]1[C@H](N(C[C@@H]1O)C(=O)OCC1=CC=CC=C1)C(=O)OCC1=CC=CC=C1